(1-((1-(naphthalen-2-yloxy)propan-2-yl)oxopropan-2-yl)azanediyl)diethanol C1=C(C=CC2=CC=CC=C12)OCC(C)C(C(C)N(CCO)CCO)=O